5-(2-(6-((7R)-7-amino-2-azabicyclo[2.2.1]-heptane-2-carbonyl)-4-methoxy-3-methylpyrazolo[1,5-a]pyridin-2-yl)-1-(cyclopropylmethyl)-1H-pyrrolo[2,3-b]pyridin-6-yl)isoindolin-1-one N[C@H]1C2N(CC1CC2)C(=O)C=2C=C(C=1N(C2)N=C(C1C)C1=CC=2C(=NC(=CC2)C=2C=C3CNC(C3=CC2)=O)N1CC1CC1)OC